2-((3-fluoro-1H-pyrrolo[2,3-b]pyridin-5-yl)oxy)-N-((4-((((1r,4r)-4-hydroxy-4-methylcyclohexyl)methyl)amino)-3-nitrophenyl)sulfonyl)benzamide FC1=CNC2=NC=C(C=C21)OC2=C(C(=O)NS(=O)(=O)C1=CC(=C(C=C1)NCC1CCC(CC1)(C)O)[N+](=O)[O-])C=CC=C2